2-(3-chlorophenyl)-1-(7-fluoro-5-(2-((1-methyl-1H-pyrazol-5-yl)amino)pyrimidin-4-yl)indolin-1-yl)ethan-1-one ClC=1C=C(C=CC1)CC(=O)N1CCC2=CC(=CC(=C12)F)C1=NC(=NC=C1)NC1=CC=NN1C